8-(4-(4-(4-(2-(2,6-dioxopiperidin-3-yl)-1-oxoisoindolin-4-yl)but-3-yn-1-yl)piperazin-1-yl)piperidin-1-yl)-9-ethyl-6,6-dimethyl-11-OxO-6,11-dihydro-5H-benzo[b]carbazole-3-carbonitrile O=C1NC(CCC1N1C(C2=CC=CC(=C2C1)C#CCCN1CCN(CC1)C1CCN(CC1)C=1C(=CC2=C(C(C=3NC4=CC(=CC=C4C3C2=O)C#N)(C)C)C1)CC)=O)=O